The molecule is a primary alpha-hydroxy ketone that is butan-2-one substituted by a hydroxy group at positions 1 and 3. It is a primary alpha-hydroxy ketone and a secondary alpha-hydroxy ketone. It derives from a butane-1,3-diol and a butan-2-one. CC(C(=O)CO)O